C1(=CC=CC=C1)CC(C#CC1=CC=CC=C1)O 1,4-diphenylbut-3-yn-2-ol